N1(CCOCC1)CC#CCO 4-(morpholin-4-yl)but-2-yn-1-ol